C1(=CC=C(C=C1)COC=1N=C(OC1)C(=O)O)C1=CC=CC=C1 4-([1,1'-biphenyl]-4-ylmethoxy)oxazole-2-carboxylic acid